C1(CC1)N(C1=CC(=NC2=C(N=CC=C12)C1=CC=NN1)N1[C@@H](COCC1)C)C N-cyclopropyl-N-methyl-2-[(3R)-3-methylmorpholin-4-yl]-8-(1H-pyrazol-5-yl)-1,7-naphthyridin-4-amine